(S)-1-(2-((tert-butoxycarbonyl)amino)propyl)-1H-pyrrole-3-carboxylic acid methyl ester COC(=O)C1=CN(C=C1)C[C@H](C)NC(=O)OC(C)(C)C